C(#N)C1=NC=CC(=C1)NC(N(CC1=NNC(=C1)C(F)(F)F)C=1C=NC(=NC1)OC)=O 3-(2-cyanopyridin-4-yl)-1-(2-methoxypyrimidin-5-yl)-1-((5-(trifluoromethyl)-1H-pyrazol-3-yl)methyl)urea